Decanat C(CCCCCCCCC)(=O)[O-]